NC1=NC(=CC(=N1)C1=NN(C=C1CC1=C(OCCN2C(CN(CC2)C(=O)OC(C)(C)C)=O)C=CC=C1)C(F)F)Cl tert-butyl 4-[2-[2-[[3-(2-amino-6-chloro-pyrimidin-4-yl)-1-(difluoromethyl)pyrazol-4-yl]methyl]phenoxy]ethyl]-3-oxo-piperazine-1-carboxylate